C(=O)(OC(C)(C)C)N1CCN(CC1)C1=C(C=C(N)C=C1)F 4-(4-Boc-1-piperazinyl)-3-fluoroaniline